CN1N=CNC1S 2-Methyl-4H-1,2,4-triazole-3-thiol